2'-bromo-guanosine triphosphate P(O)(=O)(OP(=O)(O)OP(=O)(O)O)OC[C@@H]1[C@H]([C@]([C@@H](O1)N1C=NC=2C(=O)NC(N)=NC12)(O)Br)O